OC1=C(C=CC=C1)C(\C=C/C1=CC=C(C=C1)\C=C/C(=O)C1=C(C=CC=C1)O)=O (Z)-1-(2-Hydroxyphenyl)-3-[4-[(Z)-3-(2-hydroxyphenyl)-3-oxoprop-1-enyl]phenyl]prop-2-en-1-one